4-((5-(2-hydroxyphenyl)-2-thienyl)methyl)-N2-isobutyl-2,4-pyrimidinediamine OC1=C(C=CC=C1)C1=CC=C(S1)CC1(NC(=NC=C1)NCC(C)C)N